1-(2-fluorobenzyl)-5-methyl-1H-pyrazole-3-carbonitrile FC1=C(CN2N=C(C=C2C)C#N)C=CC=C1